2-(benzo[d]isoxazol-3-yl)ethan-1-one O1N=C(C2=C1C=CC=C2)CC=O